C(C)(C)C1=C(NC2=CC=C(C=C12)C1CCN(CC1)CC(=O)N(C)C)C1=CC=2N(C(=C1)OC)N=CN2 2-(4-(3-isopropyl-2-(5-methoxy-[1,2,4]triazolo[1,5-a]pyridin-7-yl)-1H-indol-5-yl)piperidin-1-yl)-N,N-dimethylacetamide